C[C@H]1CC[C@@H]([C@H](C1)O)C(C)C (±)-menthol